C1N(CC12CNC2)C2=NC=CC(=C2)N2CCOCC2 4-(2-(2,6-diazaspiro[3.3]heptan-2-yl)pyridin-4-yl)morpholine